2-(5-azetidin-1-yl-pyridin-2-ylamino)-8-cyclopentyl-6-ethyl-8H-pyrido[2,3-d]Pyrimidin-7-one N1(CCC1)C=1C=CC(=NC1)NC=1N=CC2=C(N1)N(C(C(=C2)CC)=O)C2CCCC2